ethyl (E)-3-(4-(4-hydroxypent-1-yn-1-yl)thiazol-2-yl)-3-(2-methoxypyrimidin-5-yl)acrylate OC(CC#CC=1N=C(SC1)/C(=C/C(=O)OCC)/C=1C=NC(=NC1)OC)C